C(=O)C1=NC2=C(C=CC=C2C=C1)O formyl-8-hydroxyquinoline